2-amino-4,6-dichloro-5-methylpyrimidine NC1=NC(=C(C(=N1)Cl)C)Cl